(2R,3S,4S)-2-({3',4'-difluoro-[1,1'-biphenyl]-4-yl}methyl)-4-hydroxypyrrolidin FC=1C=C(C=CC1F)C1=CC=C(C=C1)C[C@H]1NC[C@H](C1)O